OC1CN(C1)C=1C=C2C=NC(=NN2C1)N[C@@H]1C[C@H](CC1)NC1=CC=C(C=N1)N1C(C=CC=C1)=O 6'-(((1S,3S)-3-((6-(3-hydroxyazetidin-1-yl)pyrrolo[2,1-f][1,2,4]triazin-2-yl)amino)cyclopentyl)amino)-2H-[1,3'-bipyridyl]-2-one